ClC1=CC=CC=2C(N([C@H]3C=4N([C@@H](C21)C3)C3=C(N4)C=CC(=C3)C#CCNC(OC(C)(C)C)=O)C([2H])([2H])[2H])=O tert-butyl (3-((7R,14R)-1-chloro-6-(methyl-d3)-5-oxo-5,6,7,14-tetrahydro-7,14-methanobenzo[f]benzo[4,5]imidazo[1,2-a][1,4]diazocin-11-yl)prop-2-yn-1-yl)carbamate